C(C)(C)(C)OC(=O)N1[C@@H](C[C@@H](C1)N(C1=NC(=CC=C1)OC=1C=NN(C1CCCN1C(C2=CC=CC=C2C1=O)=O)C)C(=O)OC(C)(C)C)C(=O)O (2S,4S)-1-tert-butoxycarbonyl-4-[tert-butoxycarbonyl-[6-[5-[3-(1,3-dioxoisoindolin-2-yl)propyl]-1-methyl-pyrazol-4-yl]oxy-2-pyridyl]amino]pyrrolidine-2-carboxylic acid